OCC1N2C(OC1)=C(C=N2)S(=O)(N)=N 3-(hydroxymethyl)-2,3-dihydropyrazolo[5,1-b]oxazole-7-sulfonimidamide